C(C)(C)(CC)[C@H]1CC[C@H](CC1)NC(C1=CC(=CC(=C1)NC(=O)[C@@H]1CC[C@@H](CC1)C(C)(C)CC)NC(=O)[C@@H]1CC[C@@H](CC1)C(C)(C)CC)=O N-(cis-4-tert-Pentylcyclohexyl)-3,5-bis-[cis-4-tert-pentylcyclohexylcarbonylamino]-benzamid